ClC1=C(C=C(C(=N1)OC)C=O)F 6-Chloro-5-fluoro-2-methoxy-3-pyridine-carboxaldehyde